COC([C@@H](NC(\C=C/C=1C(=NN(C1)C1=CC(=CC=C1)Cl)C1=CC=C(C=C1)N)=O)CC1=CNC2=CC=CC=C12)=O (Z)-(3-(3-(4-aminophenyl)-1-(3-chlorophenyl)-1H-pyrazol-4-yl)acryloyl)-L-tryptophan methyl ester